(7S)-5-methyl-2,5,19-triazatetracyclo[13.4.0.02,7.08,13]nonadeca-1(15),8,10,12,16,18-hexaene CN1CCN2C=3N=CC=CC3CC3=CC=CC=C3[C@H]2C1